ClC=1C(=CC(=NC1)C(C(=O)N)C1CC2(C(NC(N2)=O)=O)CCC1)C1=C2N(N=C1)CC(C2)(C)C (5-chloro-4-(5,5-dimethyl-5,6-dihydro-4H-pyrrolo[1,2-b]pyrazol-3-yl)pyridin-2-yl)-2-(2,4-dioxo-1,3-diazaspiro[4.5]dec-7-yl)acetamide